N[C@H]1C[C@H](CCC1)NC1=CC(=NC=C1)C(=O)NC1=CC=C(C=C1)C1=CC2=C(N=CN=C2N2CCOCC2)N1 4-{[(1S,3R)-3-aminocyclohexyl]amino}-N-{4-[4-(morpholin-4-yl)-7H-pyrrolo[2,3-d]pyrimidin-6-yl]phenyl}pyridine-2-carboxamide